SCSC(C#CC(C)SCS)C bis(mercaptomethylthio)hex-3-yne